2,5-DIFLUOROPHENYLBORONIC ACID FC1=C(C=C(C=C1)F)B(O)O